FC(C1=NC2=C(N1)C=CC(=C2)C(=O)NC(CO)C2=NC=C(C=C2)S(=O)(=O)CC)F 2-(difluoromethyl)N-(1-(5-(ethylsulfonyl)pyridin-2-yl)-2-hydroxyethyl)-1H-benzo[d]Imidazole-5-carboxamide